OC1=C2C=CN=CC2=CC=C1 5-hydroxyisoquinoline